NC1=CC=C(C=C1)NC1=C(C(=O)O)C=C(C=C1)[N+](=O)[O-] 2-((4-aminophenyl)amino)-5-nitrobenzoic acid